tert-Butyl N-[(1S)-2-[4-[1-(benzenesulfonyl)pyrrolo[2,3-b]pyridin-4-yl]anilino]-1-(hydroxymethyl)-2-oxo-ethyl]carbamate C1(=CC=CC=C1)S(=O)(=O)N1C=CC=2C1=NC=CC2C2=CC=C(NC([C@H](CO)NC(OC(C)(C)C)=O)=O)C=C2